ClCC(CF)S(=O)(=O)[O-] 3-chloro-1-fluoro-2-propanesulfonate